C(C)N1N=CC(=C1C)C1=NC(=CC=C1C(C)=O)N1C=NC2=C1C=CC(=C2)NC=2N=NC(=CC2)C 1-[2-(1-ethyl-5-methyl-pyrazol-4-yl)-6-[5-[(6-methylpyridazin-3-yl)amino]benzimidazol-1-yl]-3-pyridinyl]ethanone